N[C@@H](CCCCNC(CCP(=O)(O)CCCOC1=CC=C(C[C@@H]2N(CCN(CCN(CCN(C2)CC(=O)O)CC(=O)O)CC(=O)O)CC(=O)O)C=C1)=O)C(=O)O 2,2',2'',2'''-((2S)-2-(4-(3-((3-(((S)-5-amino-5-carboxypentyl)amino)-3-oxopropyl)(hydroxy)phosphoryl)propoxy)benzyl)-1,4,7,10-tetraazacyclododecane-1,4,7,10-tetrayl)tetraacetic acid